ClC=1N=CN(C1)C1=CCC2C3CC=C4C[C@H](CC[C@@]4(C3CC[C@]12C)C)O (3S,10R,13S)-17-(4-chloro-1H-imidazol-1-yl)-10,13-dimethyl-2,3,4,7,8,9,10,11,12,13,14,15-dodecahydro-1H-cyclopenta[a]phenanthren-3-ol